(3S,4S)-1-cyclopropylmethyl-4-{[5-(2,4-difluoro-phenyl)-isoxazole-3-carbonyl]-amino}-piperidine-3-carboxylic acid dimethylamide CN(C(=O)[C@H]1CN(CC[C@@H]1NC(=O)C1=NOC(=C1)C1=C(C=C(C=C1)F)F)CC1CC1)C